3-(2-(1-(Isobutylthio)-2-methylpropoxy)-2,2-diphenylacetoxy)spiro[bicyclo[3.2.1]octane-8,1'-pyrrolidin]-8-ium trifluoroacetate FC(C(=O)[O-])(F)F.C(C(C)C)SC(C(C)C)OC(C(=O)OC1CC2CCC(C1)[N+]21CCCC1)(C1=CC=CC=C1)C1=CC=CC=C1